O1CC(CC1)N1N=CC=2C=NC(=CC21)C(=O)N 1-(tetrahydrofuran-3-yl)-1H-pyrazolo[4,3-c]Pyridine-6-carboxamide